CN1N=NC2=C1C=CC(=C2C)[C@H](CC(=O)OCC)C=2C=C1CCCC1=C(C2)CN2C[C@H](OC1=C([C@@H]2C)N=CC=C1)CC ethyl (3R)-3-(1,4-dimethyl-1H-benzotriazol-5-yl)-3-(7-{[(2R,5S)-2-ethyl-5-methyl-2,3-dihydropyrido[2,3-f][1,4]oxazepin-4(5H)-yl]methyl}-2,3-dihydro-1H-inden-5-yl)propanoate